2,6-Bis(n-propylaminomethyl)pyridine C(CC)NCC1=NC(=CC=C1)CNCCC